2,3-dibromo-1-methoxy-4-(trimethylsilyloxy)but-2-ene BrC(COC)=C(CO[Si](C)(C)C)Br